1-[2-[2-chloro-6-cyano-4-[1-methyl-1-[4-[(2-methylsulfanylpyrimidin-4-yl)methoxy]phenyl]ethyl]phenoxy]ethyl]-3-[2-(2,6-dioxo-3-piperidyl)-1,3-dioxo-isoindolin-5-yl]urea ClC1=C(OCCNC(=O)NC=2C=C3C(N(C(C3=CC2)=O)C2C(NC(CC2)=O)=O)=O)C(=CC(=C1)C(C)(C1=CC=C(C=C1)OCC1=NC(=NC=C1)SC)C)C#N